C(C)(C)(C)OC(NC(C(=O)NC1=C(C(=C(C=C1)I)Cl)C(C1=C(C=CC(=C1)OC)F)=O)C)=O.OCCCC1(C2=CC=CC=C2C=2C=CC=CC12)CC1(C2=CC=CC=C2C=2C=CC=CC12)CCCO bis[9-(3-hydroxypropyl)-fluoren-9-yl]methane tert-butyl-N-[2-[3-chloro-2-(2-fluoro-5-methoxy-benzoyl)-4-iodo-anilino]-1-methyl-2-oxo-ethyl]carbamate